trans-4-[(5-carbamoylindol-1-yl)methyl]cyclohexanecarboxylic acid C(N)(=O)C=1C=C2C=CN(C2=CC1)C[C@@H]1CC[C@H](CC1)C(=O)O